ClC1=C(C=CC=C1Cl)CC(C)(C)NC1=NC(=NC(=N1)N)C1=CC=C2C=NNC2=C1 N2-[2-(2,3-dichlorophenyl)-1,1-dimethyl-ethyl]-6-(1H-indazol-6-yl)-1,3,5-triazine-2,4-diamine